C1(CC1)C(CC(=O)OC)=O methyl 3-cyclopropyl-3-oxopropionate